6-chloro-1-isopropyl-1H-pyrazolo[3,4-d]pyrimidin-4-ol ClC1=NC(=C2C(=N1)N(N=C2)C(C)C)O